NC(CCN(NC(C(CC1CCCCC1)NC(=O)C=1NC2=CC=CC(=C2C1)OC)=O)C(CF)=O)=O N-[2-[2-(3-Amino-3-oxo-propyl)-2-(2-fluoroacetyl)hydrazino]-1-(cyclohexylmethyl)-2-oxo-ethyl]-4-methoxy-1H-indole-2-carboxamide